(S)-2-(1-Acryloylpiperidin-2-yl)-1-amino-4-(4-((4-(4-cyanophenyl)pyridin-2-yl)carbamoyl)phenyl)-1H-imidazol-5-carboxamid C(C=C)(=O)N1[C@@H](CCCC1)C=1N(C(=C(N1)C1=CC=C(C=C1)C(NC1=NC=CC(=C1)C1=CC=C(C=C1)C#N)=O)C(=O)N)N